(R)-6-chloro-3-((1-(3,6-dimethyl-2-(4-(6-methylpyridin-3-yl)piperidin-1-yl)-4-oxo-3,4-dihydroquinazolin-8-yl)ethyl)amino)-N-(methylsulfonyl)picolinamide ClC1=CC=C(C(=N1)C(=O)NS(=O)(=O)C)N[C@H](C)C=1C=C(C=C2C(N(C(=NC12)N1CCC(CC1)C=1C=NC(=CC1)C)C)=O)C